4-(5-cyclopropyl-1,3-thiazol-2-yl)-4-methylpiperidine hydrochloride Cl.C1(CC1)C1=CN=C(S1)C1(CCNCC1)C